C=NC=1NC(C=2NC=NC2N1)=O methylene-guanine